(3R)-3-methyl-4-(6-methyl-7-(oxetane-3-ylmethyl)-2-(1H-pyrazol-3-yl)-6,7,8,9-tetrahydro-2H-1,2,3,7-tetraazabenzo[cd]azulene-4-yl)morpholine C[C@H]1N(CCOC1)C=1C=C2C3=C(N(N=C3CCN(C2C)CC2COC2)C2=NNC=C2)N1